4-(4-cyano-2-methoxyphenyl)-2-methyl-5-oxo-1,4,5,6-tetrahydro-1,6-naphthyridine-3-carboxylic acid methyl ester COC(=O)C1=C(NC=2C=CNC(C2C1C1=C(C=C(C=C1)C#N)OC)=O)C